ClC1=NN=C2N1C1=CC=CC=C1C(=N2)N(C)C2=CC(=CC=C2)C=2CCN(CC2)C(C)C chloro-N-(3-(1-isopropyl-1,2,3,6-tetrahydropyridin-4-yl)phenyl)-N-methyl-[1,2,4]triazolo[4,3-a]quinazolin-5-amine